1-((2,2-dimethylbenzo[d][1,3]dioxol-5-yl)methyl)-4-(ethoxymethyl)-4-phenethylpiperidine citrate C(CC(O)(C(=O)O)CC(=O)O)(=O)O.CC1(OC2=C(O1)C=CC(=C2)CN2CCC(CC2)(CCC2=CC=CC=C2)COCC)C